NC1=NC=2C=CC(=CC2C=2N1C=NC2)C(=O)N(CC2=NN1C(C=CC=C1)=C2)C21CC(C2)C1 5-amino-N-(bicyclo[1.1.1]pentan-1-yl)-N-(pyrazolo[1,5-a]pyridin-2-ylmethyl)imidazo[1,5-c]quinazoline-9-carboxamide